C(C)(C)C1=CC=C(C=C1)C(C)=O para-isopropyl-acetophenone